triethyln-hexylammonium bromide [Br-].C(C)[N+](CCCCCC)(CC)CC